C(=O)[C@H]1N(C(CC1)=C=O)C(=O)OC(C)(C)C tert-butyl (S)-2-formyl-5-carbonylpyrrolidine-1-carboxylate